ClC1=C(OC2=C(C(=NC=N2)OC2=C(C=CC=C2)/C(=N\OC)/C2=NOCCO2)F)C=CC=C1 (E)-1-[2-[6-(2-chlorophenoxy)-5-fluoropyrimidin-4-yl]oxyphenyl]-1-(5,6-dihydro-1,4,2-dioxazin-3-yl)-N-methoxymethanimine